(S)-1-((6-(difluoromethyl)-2'-ethynyl-[2,4'-bipyridin]-5-yl)oxy)-2,4-dimethylpentan-2-amine FC(C1=C(C=CC(=N1)C1=CC(=NC=C1)C#C)OC[C@](CC(C)C)(N)C)F